ClC=1C=CC(=NC1C(F)(F)F)[C@@H](NC(=O)N1[C@@H](C(NCC1)=O)C)[C@@H]1C[C@H](C1)C(F)(F)F (2R)-N-((S)-(5-chloro-6-(trifluoromethyl)pyridin-2-yl)(trans-3-(trifluoromethyl)cyclobutyl)methyl)-2-methyl-3-oxopiperazine-1-carboxamide